CC1=C(C(=CC=C1)C)NC(=O)[C@H]1N(CCCC1)CCC (S)-N-(2,6-dimethylphenyl)-1-propylpiperidine-2-carboxamide